COC(CCC(=O)C=1SC=C(C1F)Br)=O 4-(4-bromo-3-fluorothiophen-2-yl)-4-oxobutyric acid methyl ester